C1(CCCCC1)N1CC(C(CC1)NC(=O)C1=NOC(=C1)C1=C(C=C(C=C1)F)F)C(=O)O 1-cyclohexyl-4-{[5-(2,4-difluoro-phenyl)-isoxazole-3-carbonyl]-amino}-piperidine-3-carboxylic acid